N-[(4S)-3,4-dihydro-2H-chromen-4-yl]-2,4-dimethyl-8-(2,3,5-trifluorophenyl)-4H-chromen-3-carboxamide O1CC[C@@H](C2=CC=CC=C12)NC(=O)C1=C(OC2=C(C=CC=C2C1C)C1=C(C(=CC(=C1)F)F)F)C